N-[(6-methylpyridin-3-yl)methyl]-1-(4-{4-[2-(pyridin-3-yl)acetamido]-1H-1,2,3-triazol-1-yl}butyl)-1H-1,2,3-triazole-4-carboxamide CC1=CC=C(C=N1)CNC(=O)C=1N=NN(C1)CCCCN1N=NC(=C1)NC(CC=1C=NC=CC1)=O